C(C)(C)(C)N1N=C(C=C1NC1=CC(=NC=C1)OC(CCCNC(OC(C)(C)C)=O)C)[C@@H]1C[C@@H](CC1)O[Si](C)(C)C(C)(C)C tertbutyl (4-((4-((1-(tert-butyl)-3-((1S,3R)-3-((tert-butyldimethylsilyl)oxy)cyclopentyl)-1H-pyrazol-5-yl)amino)pyridin-2-yl)oxy)pentyl)carbamate